NC=1C=C(CN2CCN(CC2)C(=O)C2CCOCC2)C=CC1 (4-(3-aminobenzyl)piperazin-1-yl)(tetrahydro-2H-pyran-4-yl)methanone